CN1C=NC=C(C1(N)C1=C(C=CC=C1)OC1=CC2=C(N(C=N2)C)C=C1)C#CC1NCCCC1 3-methyl-4-((1-methyl-1H-benzimidazole-5-oxy)phenyl)-5-(piperidin-2-ylethynyl)pyrimidin-4-amine